perfluoro tert-butyl peroxide C(C)(C)(C)OOF